OCCN1N=NN=C1S 1-(2-hydroxyethyl)-1H-tetrazol-5-yl thiol